CC1=CN=C(S1)C1=C(C(=O)O)C=C(C=C1)S(=O)(=O)N1CCCC1 (5-methylthiazol-2-yl)-5-(pyrrolidin-1-ylsulfonyl)benzoic acid